CC1=CC=CC(=N1)OCCC(=O)NC=1C=NN(C1)CC(N1CC2(CCC2OC2=CC=C(C=C2)C)CC1)=O 3-((6-methylpyridin-2-yl)oxy)-N-(1-(2-oxo-2-(1-(p-tolyloxy)-6-azaspiro[3.4]octan-6-yl)ethyl)-1H-pyrazol-4-yl)propanamide